NC1=NC=2C3=C(C(CC2C=N1)(C)C)C(=NN3)C(=O)NC=3SC=C(N3)CC(=O)N3CCC(CC3)C(N)=O 8-amino-N-{4-[2-(4-carbamoylpiperidin-1-yl)-2-oxoethyl]-1,3-thiazol-2-yl}-4,4-dimethyl-4,5-dihydro-1H-pyrazolo[4,3-H]quinazoline-3-carboxamide